8-methoxy-3-[2-methyl-4-(2H-tetrazol-5-yl)phenyl]sulfonyl-4H-triazolo[1,5-a]quinazolin-5-one COC1=CC=C2C(NC=3N(C2=C1)N=NC3S(=O)(=O)C3=C(C=C(C=C3)C=3N=NNN3)C)=O